(3S)-3-[(2S)-1-(tert-butoxy)-3-(3-hydroxyphenyl)-1-oxopropane-2-yl]pyrrolidine-1-carboxylic acid tert-butyl ester C(C)(C)(C)OC(=O)N1C[C@@H](CC1)[C@@H](C(=O)OC(C)(C)C)CC1=CC(=CC=C1)O